(5'S,7a'R)-1-(4-cyclobutylpyrazolo[1,5-a]pyridin-7-yl)-5'-phenyltetrahydro-3'H-spiro[azetidine-3,2'-pyrrolo[2,1-b][1,3]oxazol]-3'-one C1(CCC1)C=1C=2N(C(=CC1)N1CC3(C(N4[C@H](O3)CC[C@H]4C4=CC=CC=C4)=O)C1)N=CC2